tetrahydrofuran-3-yl (1S,3aR,6aS)-1-(((S)-3-oxo-1-((S)-2-oxopyrrolidin-3-yl)-4-(trifluoromethoxy)butan-2-yl)carbamoyl)hexahydrocyclopenta[c]pyrrole-2(1H)-carboxylate O=C([C@H](C[C@H]1C(NCC1)=O)NC(=O)[C@H]1N(C[C@H]2[C@@H]1CCC2)C(=O)OC2COCC2)COC(F)(F)F